C(C)OC(=O)C1(CC(=NO1)C1=C(C=CC(=C1)N1C(N(C(N(C1=O)C)=S)C)=O)Cl)C 3-[2-chloro-5-(3,5-dimethyl-2,6-dioxo-4-thioxo-1,3,5-triazin-1-yl)phenyl]-5-methyl-4H-isoxazole-5-carboxylic acid ethyl ester